N-cyclopropyl-2-[2-oxo-6-[3-(trifluoromethyl)phenyl]-3H-imidazo[4,5-b]pyridin-1-yl]acetamide C1(CC1)NC(CN1C(NC2=NC=C(C=C21)C2=CC(=CC=C2)C(F)(F)F)=O)=O